2-(3-Benzyloxy-phenyl)-1-methyl-pyrrolidine C(C1=CC=CC=C1)OC=1C=C(C=CC1)C1N(CCC1)C